5alpha-Stigmasta-7,25-dien-3beta-ol CC[C@H](CC[C@@H](C)[C@H]1CC[C@H]2C3=CC[C@H]4C[C@H](CC[C@]4(C)[C@H]3CC[C@]12C)O)C(=C)C